C(C)(C)(C)C1=CC=C(C=C1)C1=NC(=NN1C)CC1=CC2=C(C3(OCC2)CCNCC3)S1 ((5-(4-(tert-butyl)phenyl)-1-methyl-1H-1,2,4-triazol-3-yl)methyl)-4',5'-dihydrospiro[piperidine-4,7'-thieno[2,3-c]pyran]